1-(2-carbonyl-1,2-dihydrobenzo[cd]indol-6-yl)-N-(4-(pyrrolidine-1-carbonyl)-3-(trifluoromethyl)phenyl)-5-(trifluoromethyl)-1H-pyrazole-4-carboxamide C(=O)=C1NC2=CC=C(C=3C2=C1C=CC3)N3N=CC(=C3C(F)(F)F)C(=O)NC3=CC(=C(C=C3)C(=O)N3CCCC3)C(F)(F)F